C1(CC1)\C=N/S(=O)C(C)(C)C N-[(1Z)-cyclopropylmethylene]-2-methylpropane-2-sulfinamide